C1(CC1)CN1C=NC2=NN(C(C(=C21)C=2C=NC(=CC2)OC(F)F)=O)C2=CC1=CN(N=C1C=C2)C 5-(cyclopropylmethyl)-4-(6-(difluoromethoxy)pyridin-3-yl)-2-(2-methyl-2H-indazol-5-yl)-2,5-dihydro-3H-imidazo[4,5-c]pyridazin-3-one